4-((1R)-2-{[4,4-difluoro-6-(4-phenylbutoxy)hexyl]Amino}-1-hydroxy-ethyl)-2-(hydroxymethyl)-phenol FC(CCCNC[C@H](O)C1=CC(=C(C=C1)O)CO)(CCOCCCCC1=CC=CC=C1)F